N-(6-chloro-3-methoxy-2-pyridinyl)-2,2-dimethyl-propionamide ClC1=CC=C(C(=N1)NC(C(C)(C)C)=O)OC